3-(3-methyl-2-oxo-5-(4-(piperazin-1-ylmethyl)piperidin-1-yl)-2,3-dihydro-1H-benzo[d]imidazol-1-yl)piperidine-2,6-dione CN1C(N(C2=C1C=C(C=C2)N2CCC(CC2)CN2CCNCC2)C2C(NC(CC2)=O)=O)=O